N-(5-formyl-2-methoxy-4-nitro-phenyl)carbamic acid tert-butyl ester C(C)(C)(C)OC(NC1=C(C=C(C(=C1)C=O)[N+](=O)[O-])OC)=O